FC(S(=O)(=O)OC=1N=CC2=C(C=CC=C2C1)C=1N=C(N2C1CN(CC2)C(C)=O)CC)(F)F 8-(7-Acetyl-3-ethyl-5,6,7,8-tetrahydroimidazo[1,5-a]pyrazin-1-yl)isoquinolin-3-yl trifluoromethanesulfonate